N-{(6R,7aR)-2-[6-chloro-4-(2,4,6-trifluorophenyl)-1,2-benzoxazol-3-yl]-7,7-difluoro-3-oxohexahydro-1H-pyrrolo[1,2-c]imidazol-6-yl}ethanesulfonamide ClC1=CC2=C(C(=NO2)N2C(N3[C@H](C2)C([C@@H](C3)NS(=O)(=O)CC)(F)F)=O)C(=C1)C1=C(C=C(C=C1F)F)F